5-(6-chloroindolin-1-yl)sulfonyl-2H-phthalazin-1-one ClC1=CC=C2CCN(C2=C1)S(=O)(=O)C1=C2C=NNC(C2=CC=C1)=O